COC(=O)C1=NC(=CC(=C1)C1=CC=CC=C1)CNC=O 6-(formylaminomethyl)-4-phenylpyridine-2-carboxylic acid methyl ester